C(C1=CC=CC=C1)(=O)O[C@H](C)C=1N=C(C2=CC(=NC=C2C1)Cl)N1CCCCC1 (R)-1-(7-chloro-1-(piperidin-1-yl)-2,6-naphthyridin-3-yl)ethyl benzoate